1-(4-pyridyl)-2-propanone N1=CC=C(C=C1)CC(C)=O